tert-butyl-((4-methoxy-4-oxobutyl) amino)-2-methylbenzoate C(C)(C)(C)C1=C(C(=C(C(=O)[O-])C=C1)C)NCCCC(=O)OC